3,5-Dimethylhexylacetat CC(CCOC(C)=O)CC(C)C